The molecule is an organobromine compound that is 2-bromobenzene-1,3-diol substituted at position 5 by a (2Z)-4-(4-bromo-2-hydroxy-5-methoxyphenyl)but-2-en-1-yl group. It is isolated from the Red Sea alga Colpomenia sinuosa and exhibits cytotoxicity towards P388, A549, HT-29 and CV-1 tumor cells. It has a role as a metabolite and an antineoplastic agent. It is a polyphenol, an organobromine compound and an aromatic ether. COC1=C(C=C(C(=C1)C/C=C\\CC2=CC(=C(C(=C2)O)Br)O)O)Br